NC1=NC(=NC(=N1)Cl)NC(C(=O)N)CC1=C(C(=CC=C1)Cl)Cl 2-[(4-amino-6-chloro-1,3,5-triazin-2-yl)amino]-3-(2,3-dichlorophenyl)propanamide